NC=1C=CC(=C(C1)O)OC1C(CCC1)(F)F 5-amino-2-[(2,2-difluorocyclopentyl)oxy]phenol